(2-{3-[(1s,3s)-3-methyl-1-(4-methyl-1,2,4-triazol-3-yl)cyclobutyl]phenyl}-7-(trifluoromethyl)-1,3-benzoxazol-5-yl)methanol CC1CC(C1)(C1=NN=CN1C)C=1C=C(C=CC1)C=1OC2=C(N1)C=C(C=C2C(F)(F)F)CO